C(C)(C)(C)OC(N(C1CCC2=C(C=CC=C12)C1=NOC(=N1)C1=CC(=C(C=C1)OC(C)C)C#N)CCO[Si](C)(C)C(C)(C)C)=O 2-(tert-butyldimethylsilyloxy)ethyl-(4-(5-(3-cyano-4-isopropoxyphenyl)-1,2,4-oxadiazole-3-yl)-2,3-dihydro-1H-indene-1-yl)carbamic acid tert-butyl ester